CC1=C(OC2=C1C(=CC=C2)CNC(OC(C)(C)C)=O)CN(C(C=C)=O)C tert-butyl ((3-methyl-2-((N-methylacrylamido)methyl)benzofuran-4-yl)methyl)carbamate